Cl.CC1=NOC(=N1)C1CNCCC1 3-(3-methyl-1,2,4-oxadiazol-5-yl)piperidine hydrochloride